(S)-5-fluoro-2-(1-isothiocyanato-2-methylpropyl)-3-methylbenzofuran FC=1C=CC2=C(C(=C(O2)[C@H](C(C)C)N=C=S)C)C1